(1s,4s)-4-(3-chloroanilino)-2'-{4-[(pyridin-3-yl)methoxy]phenyl}spiro[cyclohexane-1,1'-indene]-4-carboxylic acid ClC=1C=C(NC2(CCC3(C(=CC4=CC=CC=C34)C3=CC=C(C=C3)OCC=3C=NC=CC3)CC2)C(=O)O)C=CC1